N,N-dimethyl-N-carboxymethylammonium C[NH+](CC(=O)O)C